(7-amino-3-(2-chloro-5-fluorophenyl)-1-oxo-2,3-dihydro-1H-pyrrolo[3,4-f]quinolin-4-yl)-3-fluoro-5-(trifluoromethyl)benzamide NC1=NC2=CC(=C3C(=C2C=C1)C(NC3C3=C(C=CC(=C3)F)Cl)=O)C3=C(C(=O)N)C=C(C=C3F)C(F)(F)F